4-chloro-7,7-dimethyl-10-(1H-pyrazol-4-yl)indolo[1,2-a]quinazolin-5(7H)-one ClC=1C=2C(N=C3N(C2C=CC1)C1=CC(=CC=C1C3(C)C)C=3C=NNC3)=O